(S)-4-[3-[2-chloro-4-(methylsulfonylmethyl)phenyl]-1,4-oxazepan-4-yl]-6-methyl-pyrimidin-2-amine ClC1=C(C=CC(=C1)CS(=O)(=O)C)[C@H]1COCCCN1C1=NC(=NC(=C1)C)N